N-[5-(2,3-difluorobenzyl)-6,6-dimethyl-1,4,5,6-tetrahydropyrrolo[3,4-c]pyrazol-3-yl]-2-naphthamide FC1=C(CN2C(C=3NN=C(C3C2)NC(=O)C2=CC3=CC=CC=C3C=C2)(C)C)C=CC=C1F